1-cyclobutyl-N-(4,6-dichloropyrimidin-5-yl)-1H-pyrazole-4-carboxamide C1(CCC1)N1N=CC(=C1)C(=O)NC=1C(=NC=NC1Cl)Cl